(6-chloro-5-(1-(4-chlorophenyl)-1,2,5,6-tetrahydropyridin-4-yl)-3-benzyloxy-pyridine-2-carbonyl)glycine methyl ester COC(CNC(=O)C1=NC(=C(C=C1OCC1=CC=CC=C1)C1=CCN(CC1)C1=CC=C(C=C1)Cl)Cl)=O